O[C@H](CNC(=O)C1=CC=NC=C1)[C@H]1NCC2=CC(=CC=C2C1)OCC1=C(N=CO1)C N-{(2R)-2-hydroxy-2-{(3S)-7-{(4-methyloxazol-5-yl)methoxy}-1,2,3,4-tetrahydroisoquinolin-3-yl}ethyl}pyridine-4-carboxamide